FC1=C(C=CC(=C1F)OCCCC)Br 2,3-difluoro-4-butoxybromobenzene